COC1=C(C=C(C=C1)OC)C(CNC(C)=O)O N-[2-(2,5-dimethoxyphenyl)-2-hydroxyethyl]acetamide